C(#N)C1=C(C2=C(N(C(N(C2=O)C(C(=O)N)(C)C)=O)C[C@H](OC2CCOCC2)C2=C(C=CC(=C2)F)OCC)S1)C (R)-2-(6-cyano-1-(2-(2-ethoxy-5-fluorophenyl)-2-((tetrahydro-2H-pyran-4-yl)oxy)ethyl)-5-methyl-2,4-dioxo-1,2-dihydrothieno[2,3-d]pyrimidin-3(4H)-yl)-2-methylpropanamide